C1(=CC=CC=C1)/C=C/C (E)-3-phenylprop-2-en